(4-(3,4-difluorophenyl)-2-(morpholinomethyl)piperazine-1-carbonyl)quinolin-2(1H)-one FC=1C=C(C=CC1F)N1CC(N(CC1)C(=O)N1C(C=CC2=CC=CC=C12)=O)CN1CCOCC1